3-((3-((9-(2-bromo-5-methoxy-4-nitrophenyl)-3,9-diazaspiro[5.5]undecane-3-yl)methyl)phenyl)amino)piperidine-2,6-dione BrC1=C(C=C(C(=C1)[N+](=O)[O-])OC)N1CCC2(CCN(CC2)CC=2C=C(C=CC2)NC2C(NC(CC2)=O)=O)CC1